2,4-dichloro-cinnamic acid ClC1=C(C=CC(=O)O)C=CC(=C1)Cl